FC=1C=NC(=NC1)C[C@@H]1CN(CC1)CC1=CN=C(S1)NC(C)=O (R)-N-(5-((3-((5-fluoropyrimidin-2-yl)methyl)pyrrolidin-1-yl)methyl)thiazol-2-yl)acetamide